2-((2-cyano-3-(4,4,5,5-tetramethyl-1,3,2-dioxaborolan-2-yl)phenyl)carbamoyl)-1-methyl-1,4,6,7-tetrahydro-5H-imidazo[4,5-c]Pyridine-5-carboxylic acid tert-butyl ester C(C)(C)(C)OC(=O)N1CC2=C(CC1)N(C(=N2)C(NC2=C(C(=CC=C2)B2OC(C(O2)(C)C)(C)C)C#N)=O)C